FC1=C(C(=CC=C1)F)[C@@H]1CC(=NO1)C=1N=C(SC1)C1CCN(CC1)C(CN1N=C(C=C1C)C(F)(F)F)=O 1-(4-{4-[(5S)-5-(2,6-Difluorophenyl)-4,5-dihydro-1,2-oxazole-3-yl]-1,3-thiazol-2-yl}piperidin-1-yl)-2-[5-methyl-3-(trifluoromethyl)-1H-pyrazol-1-yl]ethanone